ClC1=NC=NC2=CC(=C(C=C12)OC1CCN(CC1)C(=O)OC(C)(C)C)OC tert-butyl 4-((4-chloro-7-methoxyquinazolin-6-yl)oxy)piperidin-1-carboxylate